C(#N)/C(/C(=O)NC1=C(C=CC(=C1)Br)Br)=C(\C)/O 2Z-cyano-N-(2,5-dibromoPhenyl)-3-hydroxy-2-butenamide